C(CC=C)[C@]1(N\C(\N(C(C1)=O)[C@H](CCOC)[C@@H]1[C@H](C1)C(=O)OCC)=N/C(=O)OC(C)(C)C)CC ethyl (1S,2S)-2-((R)-1-((R,E)-4-(but-3-en-1-yl)-2-((tert-butoxycarbonyl)imino)-4-ethyl-6-oxotetrahydropyrimidin-1(2H)-yl)-3-methoxypropyl)cyclopropane-1-carboxylate